N[C@@H]1[C@@H](OCC12CCN(CC2)C=2N=CC(=NC2)C=2C(=C(C=CC2)P(C)(C)=O)Cl)C (3-(5-((3S,4S)-4-amino-3-methyl-2-oxa-8-azaspiro[4.5]decan-8-yl)pyrazin-2-yl)-2-chlorophenyl)dimethylphosphine oxide